3,4-bistrifluoromethyl-bromobenzene FC(C=1C=C(C=CC1C(F)(F)F)Br)(F)F